ClC=1C=C(C=CC1F)NC(=O)C=1N(C=C2C1CCC2NC(OC)=O)C methyl (1-((3-chloro-4-fluorophenyl)carbamoyl)-2-methyl-2,4,5,6-tetrahydrocyclopenta[c]pyrrol-4-yl)carbamate